CC=1C=C2C(C3=CC=4N(C5=CC=C(C=C5C4C=C3C2=CC1)C1=CC=CC=2OC3=C(C21)C=C(C=C3)C=3C=CC=2N(C1=CC=CC=C1C2C3)C3=CC=CC=C3)C3=CC=CC=C3)C 2,12-dimethyl-10-phenyl-7-[8-(9-phenyl-9H-carbazol-3-yl)dibenzofuran-1-yl]-10,12-dihydro-10-aza-indeno[2,1-b]fluorene